ClC1=C2C=C(C(N(C2=NC(=C1)C1CCOCC1)C)=O)C 5-chloro-1,3-dimethyl-7-(tetrahydro-2H-pyran-4-yl)-1,8-naphthyridin-2(1H)-one